N-(3-(dimethylamino)propyl)-3-((2S)-2-hydroxy-3-(8-(5-phenylthiophen-2-ylsulfonyl)-1-oxa-8-azaspiro[4.5]dec-3-ylamino)propoxy)benzenesulfonamide CN(CCCNS(=O)(=O)C1=CC(=CC=C1)OC[C@H](CNC1COC2(C1)CCN(CC2)S(=O)(=O)C=2SC(=CC2)C2=CC=CC=C2)O)C